3-[5-(2-aminoethoxy)-6-ethylpyrazin-2-yl]-1H-indole-7-carbonitrile NCCOC=1N=CC(=NC1CC)C1=CNC2=C(C=CC=C12)C#N